tert-butyl 7-(2-((6-(2-(dimethylamino)acetamido)pyridin-3-yl)amino)-5,8-dihydropyrido[3,4-d]pyrimidin-7(6H)-yl)-8-methyl-2,3-dihydro-1H-pyrido[2,3-b][1,4]oxazine-1-carboxylate CN(CC(=O)NC1=CC=C(C=N1)NC=1N=CC2=C(N1)CN(CC2)C2=C(C1=C(OCCN1C(=O)OC(C)(C)C)N=C2)C)C